FC=1C=2N(C=C(C1)C1=CC3=C(C=N1)N=C(S3)OC3CC(NC(C3)(C)C)(C)C)C=C(N2)C 6-(8-Fluoro-2-methylimidazo[1,2-a]pyridin-6-yl)-2-[(2,2,6,6-tetramethylpiperidin-4-yl)oxy][1,3]thiazolo[4,5-c]pyridin